(5S)-8-Chloro-N-methyl-N-(prop-2-yn-1-yl)-1-[trans-4-(pyridin-2-yloxy)cyclohexyl]-5,6-dihydro-4H-[1,2,4]triazolo[4,3-a][1]benzazepin-5-amin ClC=1C=CC2=C(C[C@@H](CC=3N2C(=NN3)[C@@H]3CC[C@H](CC3)OC3=NC=CC=C3)N(CC#C)C)C1